4-(9-(4-((4-(2-(3-chloro-5-cyanophenyl)prop-2-yl)phenoxy)methyl)pyrimidin-2-yl)-3,9-Diazaspiro[5.5]undecan-3-yl)piperidine-1-carboxylate ClC=1C=C(C=C(C1)C#N)C(C)(C)C1=CC=C(OCC2=NC(=NC=C2)N2CCC3(CCN(CC3)C3CCN(CC3)C(=O)[O-])CC2)C=C1